CC(C=O)=CCC1=C(CCCC1(C)C)C methyl-4-(2,6,6-trimethyl-1-cyclohexene-1-yl)-2-butene-1-aldehyde